tungsten diphosphide P.P.[W]